C(#C)C=1SC=C(N1)NC(=O)N1CCN(CC1)C1=CC=C(C=C1)C1=CC(=CC=C1)N1C(NCC1)=O N-(2-ethynylthiazol-4-yl)-4-(3'-(2-oxoimidazolidin-1-yl)-[1,1'-biphenyl]-4-yl)piperazine-1-carboxamide